C(#N)C=1C=C(C(=O)O)C=C(C1COC1=CC=C(C=C1)OS(=O)(=O)F)F 3-cyano-5-fluoro-4-((4-((fluorosulfonyl)oxy)phenoxy)methyl)benzoic acid